C(C)OC(=O)C1=CC2=C(N(C(=N2)NC=2OC3=C(N2)C=CC(=C3)Br)C)C=C1 2-((6-bromobenzo[d]oxazol-2-yl)amino)-1-methyl-1H-benzo[d]imidazole-5-carboxylic acid ethyl ester